C1(=CC=CC=C1)C=1OC2=C(N1)C=CC(=C2)NC(=O)NC2=C(C=CC=C2)C 1-(2-phenylbenzo[d]oxazol-6-yl)-3-(o-tolyl)urea